N[C@](C(=O)O)(CC(C)C)C (S)-2-amino-2,4-dimethylpentanoic acid